3-chloro-4-(3-(2-(dimethylamino)propan-2-yl)-3-methoxypyrrolidin-1-yl)-2,6-difluoro-N-(6-fluoropyridin-2-yl)benzenesulfonamide ClC=1C(=C(C(=CC1N1CC(CC1)(OC)C(C)(C)N(C)C)F)S(=O)(=O)NC1=NC(=CC=C1)F)F